N1=C(C=CC=C1)[C@@]1(CCOC2(CCCC2)C1)CCN 2-((R)-9-(pyridin-2-yl)-6-oxaspiro[4.5]dec-9-yl)ethane-1-amine